1-ethyl-3-(5-((4-(2-methyl-6-(1H-pyrazol-1-yl)pyridin-3-yl)piperazin-1-yl)methyl)thiazol-2-yl)urea C(C)NC(=O)NC=1SC(=CN1)CN1CCN(CC1)C=1C(=NC(=CC1)N1N=CC=C1)C